C(#N)C=1C=C(C=2N(C(C=C(N2)N2CCC(CC2)(F)F)=O)C1)[C@@H](C)NC1=C(C(=O)O)C=CC=C1 (R)-2-((1-(7-cyano-2-(4,4-difluoropiperidin-1-yl)-4-oxo-4H-pyrido[1,2-a]pyrimidin-9-yl)ethyl)amino)benzoic acid